formimidamide C(N)=N